The molecule is a 1-alkyl-sn-glycero-3-phosphoethanolamine in which the alkyl group at C-1 is specified as hexadecyl. It is a tautomer of a 1-hexadecyl-sn-glycero-3-phosphoethanolamine zwitterion. CCCCCCCCCCCCCCCCOC[C@H](COP(=O)(O)OCCN)O